FC(CN1CCN(CC1)C(=O)C=1C2=C(N(N1)CC(=O)N1CCN(CC1)C1=C(C(=CC=C1)C)C)C[C@@H]1[C@H]2C1)F 2-{(3bR,4aR)-3-[4-(2,2-difluoroethyl)piperazine-1-carbonyl]-3b,4,4a,5-tetrahydro-1H-cyclopropa[3,4]cyclopenta[1,2-c]pyrazol-1-yl}-1-[4-(2,3-dimethylphenyl)piperazin-1-yl]ethan-1-one